NC1=CC=C(C=C1)S(=O)(=O)N(C[C@H]([C@H](CC1=CC=CC=C1)NC(O[C@@H]1COCC1)=O)O)CC(C)C [(3S)-oxolan-3-yl] N-[(2S,3R)-4-[(4-aminophenyl)sulfonyl-(2-methylpropyl)amino]-3-hydroxy-1-phenylbutan-2-yl]carbamate